[Pd].C1(CCCCC1)P(C1CCCCC1)C1CCCCC1.C1(CCCCC1)P(C1CCCCC1)C1CCCCC1 bis(tricyclohexylphosphine) palladium(0)